5-formyl-3,4-dihydroisoquinoline-2(1H)-carboxylic acid tert-butyl ester C(C)(C)(C)OC(=O)N1CC2=CC=CC(=C2CC1)C=O